4-(cyclopropanecarboxamido)-3-(1,3-dioxolan-2-yl)benzoic acid C1(CC1)C(=O)NC1=C(C=C(C(=O)O)C=C1)C1OCCO1